N-benzyloxylcarbonyl-D-proline C(C1=CC=CC=C1)OC(=O)N1[C@H](CCC1)C(=O)O